FC(C1=CC=C(O1)B(O)O)(F)F (5-(trifluoromethyl)furan-2-yl)boronic acid